C(C)OC(=O)C=1C=2N(C=C(C1)C1CC1)C=C(N2)CN2N=NC(=C2)C(NCC2=C(C=C(C=C2C)C#N)C)=O.C2(=CC=CC=C2)S(=O)(=O)NCCC[Si](OCC)(OCC)OCC phenylsulfonylaminopropyl-triethoxysilane ethyl-2-((4-((4-cyano-2,6-dimethylbenzyl)carbamoyl)-1H-1,2,3-triazol-1-yl)methyl)-6-cyclopropylimidazo[1,2-a]pyridine-8-carboxylate